ClC=1C=C(C=CC1F)C(C=1NC(=C(N1)S(=O)(=O)C)C)OCC1CC12COCC2 2-[(3-chloro-4-fluorophenyl)-(5-oxaspiro[2.4]heptan-2-ylmethoxy)methyl]-5-methyl-4-methylsulfonyl-1H-imidazole